N1N=CC=C1 racemic-pyrazole